{8-bromo-[1,2,4]triazolo[1,5-a]pyridin-2-yl}methanol BrC=1C=2N(C=CC1)N=C(N2)CO